FC1(CN(CC1)C1=NC=CC(=C1NC(C1=CN=C(C=C1)N1[C@H](CCC1)C)=O)C1=CC=NN1)F (S)-N-(2-(3,3-difluoro-pyrrolidin-1-yl)-4-(1H-pyrazol-5-yl)pyridin-3-yl)-6-(2-methylpyrrolidin-1-yl)nicotinamide